(3-hydroxy-4-((5-nitrothiazol-2-yl)carbamoyl)phenyl)carbamic acid tert-butyl ester C(C)(C)(C)OC(NC1=CC(=C(C=C1)C(NC=1SC(=CN1)[N+](=O)[O-])=O)O)=O